9-[(3-cyanophenyl)methyl]-4-(2-phenylethyl)-2,3,4,9-tetrahydro-1H-carbazole-8-carboxylic acid C(#N)C=1C=C(C=CC1)CN1C2=C(C=CC=C2C=2C(CCCC12)CCC1=CC=CC=C1)C(=O)O